[Br-].CC(CC)[PH2+]C(C)CC di-(2-n-butyl)phosphonium bromide